C(C)[N+](CC)=C1C=CC2=NC3=CC(=C(C=C3OC2=C1)NCCOCCOCCOC)C N-ethyl-N-(7-((2-(2-(2-methoxyethoxy)ethoxy)ethyl)amino)-8-methyl-3H-phenoxazin-3-ylidene)ethanaminium